4-bromo-1-(3-(pyrrolidin-1-yl)propyl)indoline BrC1=C2CCN(C2=CC=C1)CCCN1CCCC1